(R)-(8-(4-cyano-6-methylpyrimidin-2-yl)-8-azaspiro[4.5]dec-1-yl)carbamic acid tert-butyl ester C(C)(C)(C)OC(N[C@@H]1CCCC12CCN(CC2)C2=NC(=CC(=N2)C#N)C)=O